1-(((3R,4R)-3-methylpiperidin-4-yl)methyl)piperidin C[C@H]1CNCC[C@H]1CN1CCCCC1